ethyl (Z)-3-aminobut-2-enoate N\C(=C/C(=O)OCC)\C